FC1=C2C(=NN(C2=CC(=C1)C1CCN(CC1)C(=O)OC(C)(C)C)C1OCCCC1)NC=1C=C(C=2N(C1)C=C(N2)C)F tert-butyl 4-[4-fluoro-3-[(8-fluoro-2-methyl-imidazo[1,2-a]pyridin-6-yl)amino]-1-tetrahydropyran-2-yl-indazol-6-yl]piperidine-1-carboxylate